Cl.C[C@H]1N[C@H](CC(C1)C=1SC2=C(N1)C(=CC(=C2)C2=CC(=C1C(=N2)OC(=N1)C)C)F)C 5-{2-[(2R,4r,6S)-2,6-Dimethylpiperidin-4-yl]-4-fluoro-1,3-benzothiazol-6-yl}-2,7-dimethyl[1,3]oxazolo[5,4-b]pyridin-Hydrochlorid